(3S,8R,9S,10R,13S,14S)-17-(benzimidazol-1-yl)-10,13-dimethyl-2,3,4,7,8,9,11,12,14,15-decahydro-1H-cyclopenta[a]phenanthren N1(C=NC2=C1C=CC=C2)C2=CC[C@H]1[C@@H]3CC=C4CCCC[C@@]4([C@H]3CC[C@]21C)C